2-(2-oxo-1-oxa-4-thiaspiro[4.4]nonan-3-yl)acetic acid O=C1OC2(SC1CC(=O)O)CCCC2